(S)-1-(1-acryloylpyrrolidin-3-yl)-4-amino-3-((3,5-dimethoxyphenyl)ethynyl)-2-methyl-1H-pyrrolo[3,2-c]pyridine-7-carbonitrile C(C=C)(=O)N1C[C@H](CC1)N1C(=C(C=2C(=NC=C(C21)C#N)N)C#CC2=CC(=CC(=C2)OC)OC)C